tert-butyl 6-(5-chloro-2-fluorophenyl)-8-(5-{3-[(2-hydroxyethyl)(methyl)amino]propanamido}pyridin-3-yl)-2H,3H,4H-pyrido[3,2-b][1,4]oxazine-4-carboxylate ClC=1C=CC(=C(C1)C=1C=C(C=2OCCN(C2N1)C(=O)OC(C)(C)C)C=1C=NC=C(C1)NC(CCN(C)CCO)=O)F